BrC=1C=CC2=C(C(=N[C@H](C(=N2)N)C)C2=C(C=CC=C2F)F)C1Cl (3S)-7-bromo-6-chloro-5-(2,6-difluorophenyl)-3-methyl-3H-1,4-benzodiazepine-2-Amine